NC1=NC(=C2N=CN(C2=N1)[C@H]1C=C[C@H](C1)COP(=O)(OC1=CC=C(C=C1)I)N[C@@H](C)C(=O)OC(C)C)Cl Isopropyl ((((1S,4R)-4-(2-amino-6-chloro-9H-purin-9-yl)cyclopent-2-en-1-yl)methoxy)(4-iodophenoxy)phosphoryl)-L-alaninate